ClC=1C(=C(C(=CC1)C(C)C)CC(=O)Cl)C(C)C 2-[3-chloro-2,6-bis(propan-2-yl)phenyl]acetyl chloride